ethyl 6-formyl-4-methyl-2-(methylthio)-4H-pyrrolo[2,3-d]thiazole-5-carboxylate C(=O)C1=C(N(C=2N=C(SC21)SC)C)C(=O)OCC